(4S)-4-methoxypiperidin-2-one CO[C@@H]1CC(NCC1)=O